2-(4-(3-bromo-1H-pyrazolo[3,4-d]pyrimidin-4-yl)piperazin-1-yl)-2-(4-chlorophenyl)-N,N-dimethylacetamide BrC1=NNC2=NC=NC(=C21)N2CCN(CC2)C(C(=O)N(C)C)C2=CC=C(C=C2)Cl